C(C1=CC=CC=C1)OC(=O)N[C@@H](C(=O)OCC1=CC=CC=C1)CNC(C1=CC(=CC(=C1)OCC(C)C)F)=O benzyl (R)-2-(((benzyloxy)carbonyl)amino)-3-(3-fluoro-5-isobutoxybenzamido)propanoate